tert-Butyl 8-bromo-9-chloro-7-fluoro-3-oxo-3,4-dihydro-1H-spiro[pyrazino[2,3-c]quinoline-2,3'-pyrrolidine]-1'-carboxylate BrC=1C(=CC=2C3=C(C=NC2C1F)NC(C1(CN(CC1)C(=O)OC(C)(C)C)N3)=O)Cl